OC[C@H](C1=CC(=CC=C1)C(F)(F)F)NC(=O)NC1CC2(CC2)C1 1-[(S)-2-Hydroxy-1-(3-trifluoromethyl-phenyl)-ethyl]-3-spiro[2.3]hex-5-yl-urea